Tri(2,3-dimethyl-1-butyl)citrat CC(CC(C(C(C(=O)[O-])(CC(C(C)C)C)CC(C(C)C)C)(O)C(=O)[O-])C(=O)[O-])C(C)C